BrC1=CC(=C(C=C1)C(C)NCC=1C=NC=CC1)Cl (4-bromo-2-chlorophenyl)-N-(pyridin-3-ylmethyl)ethan-1-amine